tellurium sulfur carbon [C].[S].[Te]